[2-chloro-3-(3-fluoro-1H-pyrazol-4-yl)phenyl]-[rac-(9aS)-3-(5-bromo-2-pyridyl)-3,4,6,7,9,9a-hexahydro-1H-pyrazino[2,1-c][1,4]oxazin-8-yl]methanone ClC1=C(C=CC=C1C=1C(=NNC1)F)C(=O)N1C[C@H]2COC(CN2CC1)C1=NC=C(C=C1)Br |r|